4-(methyl(phenyl)amino)butanoic acid CN(CCCC(=O)O)C1=CC=CC=C1